C[C@@H]1CC[C@H](CC1)N trans-4-methylcyclohexanamine